N1N=C(C2=CC=CC=C12)CC(=O)O 2-(1H-indazol-3-yl)acetic acid